(2R)-N-(2-(2,2-dimethyl-4H-1,3-benzodioxin-6-yl)-2-hydroxyethyl)carbamic acid tert-butyl ester C(C)(C)(C)OC(NC[C@H](O)C1=CC2=C(OC(OC2)(C)C)C=C1)=O